N-[4-[(6,7-Dimethoxy-1,5-naphthyridin-4-yl)oxy]-3-fluorophenyl]-4-hydroxy-2-(methoxymethyl)-6-methylpyridine-3-carboxamide COC=1N=C2C(=CC=NC2=CC1OC)OC1=C(C=C(C=C1)NC(=O)C=1C(=NC(=CC1O)C)COC)F